NC=1N=C(C2=C(N1)C=CC=N2)N[C@@H]2[C@H](C2)CC (1S,2S)-1-((2-Aminopyrido[3,2-d]pyrimidin-4-yl)amino)-2-ethylcyclopropane